C(#N)C1=C(C=C(C=C1)N(CCC1OCC2(CO1)CCN(CC2)C(=O)OC(C)(C)C)CC2=CC(=C(C=C2)OC)F)F tert-butyl 3-(2-((4-cyano-3-fluorophenyl)(3-fluoro-4-methoxybenzyl)amino)ethyl)-2,4-dioxa-9-azaspiro[5.5]undecane-9-carboxylate